2-(((3,3-dibutyl-5-(4-fluorophenyl)-7-methylthio-1,1-dioxido-2,3,4,5-tetrahydrobenzo[b][1,4]thiazepin-8-yl)methyl)amino)-3-hydroxypropanoic acid C(CCC)C1(CN(C2=C(S(C1)(=O)=O)C=C(C(=C2)SC)CNC(C(=O)O)CO)C2=CC=C(C=C2)F)CCCC